4-[4-Cyano-3-hydroxy-6-(4-methyl-naphthalen-1-yl)-pyridin-2-yl]-4-oxo-butyric acid C(#N)C1=C(C(=NC(=C1)C1=CC=C(C2=CC=CC=C12)C)C(CCC(=O)O)=O)O